C(C)(C)N1N=CC=2N=C(N=C(C21)N[C@H](C)C=2C=NC1=CC=CC=C1C2)N2CC(NCC2)=O 4-[1-Isopropyl-7-((R)-1-quinolin-3-yl-ethylamino)-1H-pyrazolo[4,3-d]pyrimidin-5-yl]-piperazin-2-on